C(C(=C)C)=O isobutene-al